7-(Oxetan-3-yl)-3-oxa-7-azabicyclo[3.3.1]nonan-9-yl (8-amino-7-fluoro-6-(8-methyl-2,3-dihydro-1H-pyrido[2,3-b][1,4]oxazin-7-yl)isoquinolin-3-yl)carbamate NC=1C(=C(C=C2C=C(N=CC12)NC(OC1C2COCC1CN(C2)C2COC2)=O)C2=C(C1=C(OCCN1)N=C2)C)F